FC1=CC=C(C=C1)C=1N=CN(C1C=1C=CC=2N(C1)C(=CN2)C(=O)N)C(CO)C 6-(4-(4-fluorophenyl)-1-(1-hydroxypropan-2-yl)-1H-imidazol-5-yl)imidazo[1,2-a]pyridine-3-carboxamide